C(CC)N(C(=O)N)CCCCCC N-propyl-N-hexylurea